N-(3-(4-(3-fluoro-5-formyl-4-hydroxyphenyl)-1H-pyrazol-1-yl)phenyl)acetamide FC=1C=C(C=C(C1O)C=O)C=1C=NN(C1)C=1C=C(C=CC1)NC(C)=O